C[C@@H]1N([C@@H](CCC1)C1=CC=CC=C1)C(C(=O)NC=1C=C(C=NC1)C(=O)N)=O 5-[[2-[(2S,6S)-2-methyl-6-phenyl-1-piperidyl]-2-oxo-acetyl]amino]pyridine-3-carboxamide